C(C(C)C)C1(C=CC)CC=C(C=C1)CC(C)C para-di(iso-butyl)(methyl)styrene